(2,5-dioxopyrrolidin-1-yl) 3-[2-(2,5-dioxopyrrol-1-yl)ethoxy]propanoate O=C1N(C(C=C1)=O)CCOCCC(=O)ON1C(CCC1=O)=O